6-[2-fluoro-4-[3-(3-oxomorpholin-4-yl)propoxy]phenoxy]-1-methyl-indazole-5-carboxamide FC1=C(OC2=C(C=C3C=NN(C3=C2)C)C(=O)N)C=CC(=C1)OCCCN1C(COCC1)=O